N-(5-(1-ethylpiperidin-4-yl)pyridin-2-yl)-5-fluoro-4-(2'-methylspiro[cyclopentane-1,3'-indol]-5'-yl)pyrimidine C(C)N1CCC(CC1)C=1C=CC(=NC1)N1CN=C(C(=C1)F)C=1C=C2C3(C(=NC2=CC1)C)CCCC3